COC1=C(C=C(C=C1)[C@@H]1CC[C@H](CC1)CN(C(=O)[C@@H]1CC[C@H](CC1)CNC(OC)=O)C1=CC(=CC=C1)C1=CN=C(S1)OC)C Methyl ((trans-4-(((trans-4-(4-methoxy-3-methylphenyl)cyclohexyl)methyl)(3-(2-methoxythiazol-5-yl)phenyl)carbamoyl)cyclohexyl)methyl)carbamate